N[C@@H](C(=O)N1CC(C1)N1N=CC=C1)CC1=C(C=C(C=C1)Cl)Cl (2R)-2-amino-3-(2,4-dichlorophenyl)-1-[3-(1H-pyrazol-1-yl)azetidin-1-yl]propan-1-one